methyl (E)-4-((hydroxyimino) methyl)benzoate O\N=C\C1=CC=C(C(=O)OC)C=C1